(5-(4-Isopropylpiperazin-1-yl)-6-methylpyridin-3-yl)boronic acid C(C)(C)N1CCN(CC1)C=1C=C(C=NC1C)B(O)O